dioctadecylaminocarbamate C(CCCCCCCCCCCCCCCCC)N(CCCCCCCCCCCCCCCCCC)NC([O-])=O